O=C1NC(CCC1N1C(C2=CC=C(C=C2C1)CNC(C(C1=CC=CC=C1)=O)=O)=O)=O N-((2-(2,6-dioxopiperidin-3-yl)-1-oxoisoindolin-5-yl)methyl)-2-oxo-2-phenylacetamide